(S)-4-(3-((S)-2-acetamido-3-phenylpropanamido)propanamido)-5-amino-5-oxopentanoic acid C(C)(=O)N[C@H](C(=O)NCCC(=O)N[C@@H](CCC(=O)O)C(=O)N)CC1=CC=CC=C1